Cl.N1CCC(CC1)CC#N 2-(piperidin-4-yl)acetonitrile hydrochloride